C1N(CC2=CC=CC=C12)CCN1N=C(N=C1C(NC(CC)CC)=O)C=1C=C(C=CC1)C=1OC(=CN1)C(=O)NC(CC)CC 2-(3-(1-(2-(isoindolin-2-yl)ethyl)-5-(pentan-3-ylcarbamoyl)-1H-1,2,4-triazol-3-yl)phenyl)-N-(pentan-3-yl)oxazole-5-carboxamide